FC1=C(C(=C(C2=C1OCC(N2CCC2=CC=CC=C2)=O)F)C2=C(C(=C(C(=C2F)F)F)F)F)F trifluoro-6-(perfluorophenyl)-4-phenethyl-2H-benzo[b][1,4]oxazin-3(4H)-one